6-(3-fluoroazetidin-1-yl)-3-(4-fluoro-2-methyl-phenoxy)-5-methyl-N-(3-methylsulfonylphenyl)pyridazine-4-carboxamide FC1CN(C1)C1=C(C(=C(N=N1)OC1=C(C=C(C=C1)F)C)C(=O)NC1=CC(=CC=C1)S(=O)(=O)C)C